di-(butoxyethoxyethyl)-adipate C(CCC)OCCOCCOC(CCCCC(=O)OCCOCCOCCCC)=O